OCCC(=O)N[C@H](C(=O)N1[C@@H]([C@H]2C([C@H]2C1)(C)C)C(=O)OC)C(C)(C)C methyl (1R,2S,5S)-3-[(2S)-2-(3-hydroxypropanoylamino)-3,3-dimethyl-butanoyl]-6,6-dimethyl-3-azabicyclo[3.1.0]hexane-2-carboxylate